C(C)C=1C=C(C=C2C=NC(=NC12)NC1CNCCC1)C1=CC=C2C(=NC=NN21)NS(=O)(=O)N2CCCC2 Pyrrolidine-1-sulfonic acid {7-[8-ethyl-2-(piperidin-3-ylamino)-quinazolin-6-yl]-pyrrolo[2,1-f][1,2,4]triazin-4-yl}-amide